dicalcium-titanium [Ti].[Ca].[Ca]